ClC=1C=C(C=CC1)[C@H]1[C@@H](CN(CC1)C(=O)C1=CC=CC=2N1C=NC2)[N+](=O)[O-] ((3S,4S)-4-(3-chlorophenyl)-3-nitropiperidin-1-yl)(imidazo[1,5-a]pyridin-5-yl)methanone